6-Bromo-7-methoxy-N-(3-methyl-5-(1H-pyrazol-1-yl)phenyl)quinolin-4-amine BrC=1C=C2C(=CC=NC2=CC1OC)NC1=CC(=CC(=C1)N1N=CC=C1)C